CC(CCCCCCCC)CCCCCCCCCCCCCC 9-Methyltricosane